Sodium Ditridecyl Phosphate P(=O)(OCCCCCCCCCCCCC)(OCCCCCCCCCCCCC)[O-].[Na+]